C(#N)[C@H]1N(CSC1)C(CNC(=O)C1=CC=NC2=CC=C(C=C12)CC1=NOC=C1C)=O (R)-N-(2-(4-Cyanothiazolidin-3-yl)-2-oxoethyl)-6-((4-methylisoxazol-3-yl)methyl)-quinoline-4-carboxamide